C1(CCC1)N1CCC(CC1)OC1=CC=C(N)C=C1 4-((1-cyclobutylpiperidin-4-yl)oxy)aniline